C1(CC1)COC1=CC(=C(C=C1)NC1=CC(=NC=C1C(=O)NOC)NC1=NC=C(C=C1)F)N(S(=O)(=O)C)C 4-((4-(cyclopropyl-methoxy)-2-(N-methyl-methanesulfonamido)phenyl)amino)-6-((5-fluoropyridin-2-yl)amino)-N-methoxynicotinamide